benzyl (5R)-4-[3-[[4-chloro-6-(2,6-dimethylphenyl)pyrimidin-2-yl]sulfamoyl]benzoyl]-6-hydroxy-5-methyl-1,4-diazepane-1-carboxylate ClC1=NC(=NC(=C1)C1=C(C=CC=C1C)C)NS(=O)(=O)C=1C=C(C(=O)N2CCN(CC([C@H]2C)O)C(=O)OCC2=CC=CC=C2)C=CC1